FC1=CC(=C(C=C1OC1=NC=C(C=C1)C(F)(F)F)NC(=O)[C@H]1N(C(NC1)=O)C)OC (S)-N-(4-Fluoro-2-methoxy-5-((5-(trifluoromethyl)pyridin-2-yl)oxy)phenyl)-3-methyl-2-oxoimidazolidine-4-carboxamide